C(C)N(CC)CCN(CCOC(OC(CCCCCCCCC(=O)OCC(CCCCCC)CCCC)CCCCCC)=O)CCOC(CCCCCC)=O 2-butyloctyl 3-ethyl-6-(2-(heptanoyloxy)ethyl)-12-hexyl-10-oxo-9,11-dioxa-3,6-diazahenicosan-21-oate